6-butyl-5-(2,6-dimethoxyphenyl)-3-[4-(1-phenyl-1H-1,2,3,4-tetrazol-5-yl)piperazine-1-carbonyl]pyridine-2,4-diol C(CCC)C1=C(C(=C(C(=N1)O)C(=O)N1CCN(CC1)C1=NN=NN1C1=CC=CC=C1)O)C1=C(C=CC=C1OC)OC